7-(8-Methyl-2,3-dihydro-1H-pyrido[2,3-b][1,4]oxazin-7-yl)-N-(1-(2-(3-methyloxetan-3-yl)-2-azaspiro[3.3]heptan-6-yl)-1H-pyrazol-4-yl)quinazolin-2-amine CC1=C(C=NC=2OCCNC21)C2=CC=C1C=NC(=NC1=C2)NC=2C=NN(C2)C2CC1(CN(C1)C1(COC1)C)C2